phenyl(naphthylphenyl)anthracene-d8 C1(=CC=CC=C1)C1=C2C(=C(C(=C(C2=C(C=2C(=C(C(=C(C12)[2H])[2H])[2H])[2H])[2H])[2H])[2H])[2H])C1=C(C=CC=C1)C1=CC=CC2=CC=CC=C12